C(C)N(C(CCCCCCC)=O)C=C N-ethyl-N-vinyl-caprylamide